β-cyclohexylamino-ethylsulfonic acid C1(CCCCC1)NCCS(=O)(=O)O